omega-hydroxycaprylic acid C(CCCC(=O)O)CCCO